ClC=1C=C(C(=NC1OC(F)F)C)NC(=O)NC=1C=NC2=CC=C(N=C2C1C(C)C)Cl N-(5-chloro-6-(difluoromethoxy)-2-methylpyridin-3-yl)-N'-(6-chloro-4-(propan-2-yl)-1,5-naphthyridin-3-yl)urea